2-Chloro-N-(1H-indol-4-yl)-3-trifluoromethyl-benzamide ClC1=C(C(=O)NC2=C3C=CNC3=CC=C2)C=CC=C1C(F)(F)F